O1C(OC2=C1C=CC=C2)=O 1,3-Benzodioxol-2-on